C(N)(=O)C1=NN(C=C1[N+](=O)[O-])C1=CC=C(C=C1)COCC1CN(CCO1)C(=O)OC(C)(C)C Tert-butyl 2-[[4-(3-carbamoyl-4-nitro-pyrazol-1-yl)phenyl]methoxymethyl]morpholine-4-carboxylate